BrC=1SC2=C(N1)CCC(C2=O)(C(F)(F)F)C 2-bromo-6-methyl-6-(trifluoromethyl)-5,6-dihydrobenzo[d]thiazol-7(4H)-one